5-((R or S)-3-(ethoxy-methyl)-3-(4-fluoro-phenethyl)pyrrolidin-1-yl)-6,6-dimethyl-6,7-dihydro-1,7-naphthyridin-8(5H)-one C(C)OC[C@]1(CN(CC1)C1C=2C=CC=NC2C(NC1(C)C)=O)CCC1=CC=C(C=C1)F |o1:4|